CC1=CC(=O)C2=C(C1=O)C=CC=C2O The molecule is a hydroxy-1,4-naphthoquinone that is 1,4-naphthoquinone in which the hydrogens at positions 2 and 5 are substituted by methyl and hydroxy groups, respectively. It has a role as a metabolite, an immunological adjuvant, an anticoagulant and an antineoplastic agent. It is a member of phenols and a hydroxy-1,4-naphthoquinone.